CC1(C)C2CCC1(C)C(O)C2 2-Borneol